C1OCC2=CC=CC=C12 racemic-dihydroisobenzofuran